2-Bromo-1-[[2-(trifluoromethyl)phenyl]methyl]-1H,4H,5H,6H,7H-imidazo[4,5-c]pyridine-5-carboxylic acid tert-butyl ester C(C)(C)(C)OC(=O)N1CC2=C(CC1)N(C(=N2)Br)CC2=C(C=CC=C2)C(F)(F)F